1-Chloro-2-fluoro-4-(4-methoxy-3-nitrophenoxy)-benzene ClC1=C(C=C(C=C1)OC1=CC(=C(C=C1)OC)[N+](=O)[O-])F